N-(isopropyl)-4-(7-Methoxy-1-methyl-β-carbolin-9-yl)-α-methylbutanamide C(C)(C)NC(C(CCN1C2=CC(=CC=C2C=2C=CN=C(C12)C)OC)C)=O